CC1=CC=C(C=C1)C1=NOC=C1 3-(4-methylphenyl)-1,2-oxazol